2-methyl-5-(quinoline-8-sulfonylamino)naphtho[1,2-b]furan-3-carboxylic acid butyl ester C(CCC)OC(=O)C=1C2=C(OC1C)C1=CC=CC=C1C(=C2)NS(=O)(=O)C=2C=CC=C1C=CC=NC21